7-Amino-3-(1-(but-2-ynoyl)pyrrolidin-3-yl)-1-(4-phenoxyphenyl)-1,5-dihydro-4H-pyrazolo[3,4-d]pyridazin-4-on NC1=NNC(C2=C1N(N=C2C2CN(CC2)C(C#CC)=O)C2=CC=C(C=C2)OC2=CC=CC=C2)=O